5-hydroxymethyldeoxycytidin OCC=1C(=NC(N([C@H]2C[C@H](O)[C@@H](CO)O2)C1)=O)N